OC=1C=C(C=C(C1[C@@H]1C=C(C[C@H]1C(=C)C)C)O)CC(=O)N1CCOCC1 2-(3,5-dihydroxy-4-((1R,5R)-3-methyl-5-(prop-1-en-2-yl)cyclopent-2-en-1-yl)phenyl)-1-morpholinoethan-1-one